ClC1=C(C=CC=C1C1=NN(C=C1)C(C)C)SC=1N=CC2=C(N1)C=CC=N2 2-((2-Chloro-3-(1-isopropyl-1H-pyrazol-3-yl)phenyl)mercapto)pyridino[3,2-d]pyrimidine